OCCOC1=CC=C(C=C1)[C@@H]1C(N(C(N1)=O)[C@@H]([C@@H](C)OC)C1=NC2=C(N1)C=CC(=C2)I)=O (R)-5-[4-(2-hydroxy-ethoxy)-phenyl]-3-[(1R,2R)-1-(5-iodo-1H-benzoimidazol-2-yl)-2-methoxy-propyl]-imidazoline-2,4-dione